[Si](C)(C)(C(C)(C)C)OCO ((tert-butyldimethylsilyl)oxy)methanol